4-((6-bromohexyl)oxy)-2-(2,6-dioxopiperidin-3-yl)isoindoline-1,3-dione BrCCCCCCOC1=C2C(N(C(C2=CC=C1)=O)C1C(NC(CC1)=O)=O)=O